C(#N)C1=CC=C(C=C1)OC(C1=CC=C(C=C1)OCCCCCCOC(C=C)=O)=O 4-(6-prop-2-enoyloxyhexyloxy)benzoic acid (4-cyanophenyl) ester